[N].B(F)(F)F boron trifluoride nitrogen salt